7,14-dibromodibenzo[A,H]pyrene BrC1=C2C(=C3C=CC=4C(=C5C(=C6C=CC1=C3C64)C=CC=C5)Br)C=CC=C2